(13R)-4,13-dimethyl-8,14-dioxa-5,10,19,20,23-pentaazatetracyclo[13.5.2.12,6.018,21]tricosa-1(20),2(23),3,5,15(22),16,18(21)-heptaen-9-one CC1=CC=2C3=NNC=4C=CC(O[C@@H](CCNC(OCC(=N1)N2)=O)C)=CC34